(+)-10,11-dihydro-10-hydroxy-5H-dibenzo[b,f]azepine-5-carboxamide OC1CC2=C(N(C3=C1C=CC=C3)C(=O)N)C=CC=C2